C(C)(C)(C)OC(=O)N1[C@@H]([C@@H]2[C@H](C1)CCC2)C(=O)O (1S,3aR,6aS)-hexahydrocyclopenta[c]pyrrole-1,2(1H)-dicarboxylic acid 2-tert-butyl ester